FC=1C=CC(=C2CCC(C(C12)=O)C(=O)OCC)OC ethyl 8-fluoro-5-methoxy-1-oxo-1,2,3,4-tetrahydronaphthalene-2-carboxylate